CC=1C(=C(C=CC1)CC=1C(=C(C=CC1)O)CC1=C(C(=CC=C1)C)C)C di((dimethylphenyl)methyl)phenol